ClC1=C(C=CC=C1)CCC(=O)N1CC2=C(N=C(NC2=O)C2(CC2)C2=CC=CC=C2)CC1 6-(3-(2-chlorophenyl)propionyl)-2-(1-phenylcyclopropyl)-5,6,7,8-tetrahydropyrido[4,3-d]pyrimidin-4(3H)-one